C1(CCCC1)C1=C(C(=NN1C=1SC=C(N1)C(=O)O)C1=CC=CC=C1)CC1=CC=C(C=C1)S(N)(=O)=O 2-(5-cyclopentyl-3-phenyl-4-(4-sulfamoylbenzyl)-1H-pyrazol-1-yl)thiazole-4-carboxylic acid